(4-chloro-2-(1-hydroxyethyl)oxazol-5-yl)((R)-4-(pyrazolo[1,5-a]pyridin-2-yl)-6,7-dihydro-1H-imidazo[4,5-c]pyridin-5(4H)-yl)methanone ClC=1N=C(OC1C(=O)N1[C@H](C2=C(CC1)NC=N2)C2=NN1C(C=CC=C1)=C2)C(C)O